N-(2,2-dimethoxyethyl)-2,3,5-triiodobenzamide COC(CNC(C1=C(C(=CC(=C1)I)I)I)=O)OC